FC=1C(=CC=C2C(=NC=NC12)NC)C1=C2C=NNC2=CC(=C1C)F 8-fluoro-7-((R)-6-fluoro-5-methyl-1H-indazol-4-yl)-N-methylquinazolin-4-amine